NC1=CC=C2CN(C(C2=C1)=O)[C@@H]1C[C@@H](CCC1)NC(OC(C)(C)C)=O tert-Butyl ((1R,3S)-3-(6-amino-1-oxoisoindolin-2-yl)cyclohexyl)carbamate